NCCCCN(C1=C2CN(C(C2=CC=C1)=O)C1C(NC(CC1)=O)=O)CCC 3-(4-((4-aminobutyl)(propyl)amino)-1-oxoisoindolin-2-yl)piperidine-2,6-dione